BrC=1C=C(C=NC1C)\C(\C)=N\[S@](=O)C(C)(C)C (R,E)-N-(1-(5-bromo-6-methylpyridin-3-yl)ethylidene)-2-methylpropane-2-sulfinamide